C1(CC1)CN(C(=O)C1=NN(C(=C1)[N+](=O)[O-])COCC[Si](C)(C)C)C N-(cyclopropylmethyl)-N-methyl-5-nitro-1-((2-(trimethylsilyl)ethoxy)methyl)-1H-pyrazole-3-carboxamide